C1(CCCC1)N1C(C(N(CC1)CC=1SC(=NN1)C1=C(C=CC=C1)F)=O)=O 1-cyclopentyl-4-((5-(2-fluorophenyl)-1,3,4-thiadiazol-2-yl)methyl)piperazine-2,3-dione